C1(CC1)C1=NC(=C2N1CC(N(C2)C(=O)NC)C)C=2C=CC=C1C=C(N=CC21)C=2C=NN(C2)C 3-cyclopropyl-N,6-dimethyl-1-(3-(1-methyl-1H-pyrazol-4-yl)isoquinolin-8-yl)-5,6-dihydroimidazo[1,5-a]pyrazine-7(8H)-carboxamide